1-((1-(tert-butyl)-1H-tetrazol-5-yl)(3-methoxyphenyl)methyl)-4-(2,5-dimethylphenyl)piperazine C(C)(C)(C)N1N=NN=C1C(N1CCN(CC1)C1=C(C=CC(=C1)C)C)C1=CC(=CC=C1)OC